BrC1=C(C=CC=C1)SCC(=O)O 2-((2-bromophenyl)thio)acetic acid